6-chloro-N-(2-fluoro-5-(2-(tetrahydro-1H-furo[3,4-c]pyrrol-5(3H)-yl)acetamido)phenyl)pyrazolo[1,5-a]pyrazine-3-carboxamide ClC=1N=CC=2N(C1)N=CC2C(=O)NC2=C(C=CC(=C2)NC(CN2CC1C(C2)COC1)=O)F